4-(4-hydroxypiperidine-1-yl)benzaldehyde OC1CCN(CC1)C1=CC=C(C=O)C=C1